2-(2,6-dioxopiperidin-3-yl)-5-(4-(2-(4-(4-((5-(m-tolyl)imidazo[1,2-a]pyrazin-8-yl)amino)-1H-pyrazol-1-yl)piperidin-1-yl)acetyl)piperazin-1-yl)isoindoline-1,3-dione O=C1NC(CCC1N1C(C2=CC=C(C=C2C1=O)N1CCN(CC1)C(CN1CCC(CC1)N1N=CC(=C1)NC=1C=2N(C(=CN1)C=1C=C(C=CC1)C)C=CN2)=O)=O)=O